C(O)(=O)OC(C(C(O)(F)F)(F)F)(F)F perfluoro-1,3-propanediol carbonate